FC(C1=C(C(C2=CC=C(C=C2)OC(F)F)OC2CN(C2)C(=O)NC(C)C)C=CC=C1)(F)F 3-[2-(trifluoromethyl)-4'-(difluoromethoxy)benzhydryloxy]-N-(iso-propyl)azetidine-1-carboxamide